C(C)N(C(=O)C1=CC(=NC(=C1)C=1N=NN(C1)C1=CC(=C(C(=O)O)C=C1)O)C=1N=NN(C1)C1=CC(=C(C(=O)O)C=C1)O)CC 4,4'-((4-(diethylcarbamoyl)pyridine-2,6-diyl)bis(1H-1,2,3-triazole-4,1-diyl))bis(2-hydroxybenzoic acid)